triethoxy(2-vinylphenyl)silane potassium sulfate S(=O)(=O)([O-])[O-].[K+].C(C)O[Si](C1=C(C=CC=C1)C=C)(OCC)OCC.[K+]